2-(methyl-2-(4-methylpent-3-en-1-yl)cyclopent-3-en-1-yl)phenol CC1(C(C=CC1)CCC=C(C)C)C1=C(C=CC=C1)O